(2R,3R)-1,4-bis[2-(2-pyridyl)ethylsulfanyl]butane-2,3-diol N1=C(C=CC=C1)CCSC[C@@H]([C@H](CSCCC1=NC=CC=C1)O)O